3-(2-chloro-4'-(pyrimidin-2-yloxy)-[1,1'-biphenyl]-3-yl)piperidine-2,6-dione ClC1=C(C=CC=C1C1C(NC(CC1)=O)=O)C1=CC=C(C=C1)OC1=NC=CC=N1